4-(4-amino-2-methylphenyl)piperidine-1-carboxylic acid tert-butyl ester C(C)(C)(C)OC(=O)N1CCC(CC1)C1=C(C=C(C=C1)N)C